BrC1=CN(C=2N=C(N=C(C21)Cl)Cl)[C@H]2[C@@H]([C@@H]([C@H](C2)C2CCNCC2)O)O (1R,2S,3R,5R)-3-{5-bromo-2,4-dichloropyrrolo[2,3-d]pyrimidin-7-yl}-5-(piperidin-4-yl)cyclopentane-1,2-diol